CC=1C(OC(C1C)=O)O\C=C(\C(=O)OCC)/N1C(CCC2=CC=CC=C12)=O ethyl (Z)-3-[(3,4-dimethyl-5-oxo-2H-furan-2-yl)oxy]-2-(2-oxo-3,4-dihydroquinolin-1-yl)prop-2-enoate